(2r,3r)-3-amino-4-(piperidin-1-yl)butan-2-ol N[C@@H]([C@@H](C)O)CN1CCCCC1